C(#N)[C@H](CC1=C(C=C(C=C1)C=1C=CC2=C(N(C(O2)=O)C)C1)F)NC(=O)C1CNCCCCC1 N-[(1S)-1-cyano-2-[2-fluoro-4-(3-methyl-2-oxo-1,3-benzoxazol-5-yl)phenyl]ethyl]azocane-3-carboxamide